(S)-5-(2-(4-(5-(3-cyano-5-fluorophenyl)-4,5-dihydro-1H-pyrazole-1-carbonyl)piperazin-1-yl)-5-fluoropyrimidin-4-yl)-1-methyl-1H-pyrazole-4-carbonitrile C(#N)C=1C=C(C=C(C1)F)[C@@H]1CC=NN1C(=O)N1CCN(CC1)C1=NC=C(C(=N1)C1=C(C=NN1C)C#N)F